ClC=1C=C(O[C@H](C(=O)O)C)C=C(C1CC1=CC(=C(C=C1)O)C1=C(C=C(C=C1)F)F)Cl (2S)-2-[3,5-dichloro-4-[[3-(2,4-difluorophenyl)-4-hydroxy-phenyl]methyl]phenoxy]propanoic acid